1-ethyl-3-(3-methylaminopropyl)carbodiimide C(C)N=C=NCCCNC